Cl(=O)(=O)[O-].Cl(=O)(=O)O.[K+].CC(C=O)(C1(CCCCCC1)C1CCCCCC1)C dimethylbicycloheptyl-ethanone potassium chlorate (chlorate)